ClCC(=O)C1=C(C(=CC=C1)C)NC1=CC(=CC=C1)C(F)(F)F 2-chloro-1-[3-methyl-2-[3-(trifluoromethyl)anilino]phenyl]ethanone